3-(((17-carboxyheptadec-9-en-7-yl)oxy)carbonyl)oxirane-2-carboxylic acid C(=O)(O)CCCCCCCC=CCC(CCCCCC)OC(=O)C1C(O1)C(=O)O